(((hydroxy)benzylamino)(3,4-dimethylphenyl)methyl)diphenylphosphine oxide ON(CC1=CC=CC=C1)C(C1=CC(=C(C=C1)C)C)P(C1=CC=CC=C1)(C1=CC=CC=C1)=O